P(OCCCC1CCN(CCC1)C1=NC=NC2=CC(=C(C=C12)OC)OC)([O-])=O.[Na+] sodium (3-(1-(6,7-dimethoxyquinazolin-4-yl)azepan-4-yl)propyl) phosphonate